4-[1-[2-(4,4-Dimethyl-1-piperidyl)-6-methyl-4-oxo-chromen-8-yl]ethylamino]-1-methyl-pyrazole-3-carboxylic acid CC1(CCN(CC1)C=1OC2=C(C=C(C=C2C(C1)=O)C)C(C)NC=1C(=NN(C1)C)C(=O)O)C